NCC1(CCN(CC1)C1=C(C=C(C=C1)C(F)(F)F)NC(=O)C=1OC(=CC1)C1=CC=NC=C1)C N-(2-(4-(aminomethyl)-4-methylpiperidin-1-yl)-5-(trifluoromethyl)phenyl)-5-(pyridin-4-yl)furan-2-carboxamide